tetrahydrofuran-3-yl 4-nitro-2-(2H-tetrazol-5-yl)benzoate [N+](=O)([O-])C1=CC(=C(C(=O)OC2COCC2)C=C1)C=1N=NNN1